(4-(pentafluoro-λ6-sulfanyl)phenyl)methylamine FS(C1=CC=C(C=C1)CN)(F)(F)(F)F